BrC=1C=CC(=C(C1)CO)[N+](=O)[O-] (5-Bromo-2-nitrophenyl)methanol